(S)-5-(((4-(3-chloro-4-(2-chloro-3-((2-fluoro-3-((3-(hydroxymethyl)azetidin-1-yl)methyl)phenyl)amino)phenyl)pyridin-2-yl)-2-methoxybenzyl)amino)methyl)pyrrolidin-2-one ClC=1C(=NC=CC1C1=C(C(=CC=C1)NC1=C(C(=CC=C1)CN1CC(C1)CO)F)Cl)C1=CC(=C(CNC[C@@H]2CCC(N2)=O)C=C1)OC